1,5-dihydroxymethyl-p-tert-butylphenol OCC1(CC=C(C(=C1)CO)C(C)(C)C)O